[Si](C)(C)(C(C)(C)C)OCC=1N=C(OC1B(O)O)C (4-(((tert-butyldimethylsilyl)oxy)methyl)-2-methyl-oxazol-5-yl)boronic acid